OCC(C)N1C(=NN=C1)C1=CC=CC(=N1)NC(=O)NC=1SC2=C(N1)C=CC=C2C 1-(6-(4-(1-hydroxy-prop-2-yl)-4H-1,2,4-triazol-3-yl)pyridin-2-yl)-3-(7-methylbenzo[d]thiazol-2-yl)urea